tert-butyl (2R)-2-[2-[1-(2,6-dioxo-3-piperidyl)-3-methyl-2-oxo-benzimidazol-4-yl]ethynyl]morpholine-4-carboxylate O=C1NC(CCC1N1C(N(C2=C1C=CC=C2C#C[C@@H]2CN(CCO2)C(=O)OC(C)(C)C)C)=O)=O